C[C@H]1CC[C@H](CN1C(C1=CC=C(C=C1)C=1C=NC=CC1)=O)C(=O)O (3R,6S)-6-methyl-1-(4-(pyridin-3-yl)benzoyl)piperidine-3-carboxylic acid